((3R)-4-amino-3-methyl-1,3-dihydrofuro[3,4-c]quinolin-8-yl)((3R,3aS,6aS)-3-phenylhexahydrocyclopenta[b]pyrrol-1(2H)-yl)methanone NC1=NC=2C=CC(=CC2C2=C1[C@H](OC2)C)C(=O)N2[C@@H]1[C@H]([C@@H](C2)C2=CC=CC=C2)CCC1